ClC1=CC=C(C=C1)C=1C=C(C=NC1)O 5-(4-Chloro-phenyl)-3-hydroxy-pyridine